C(C1=CC=CC=C1)N1C(C2=C(CC1)NC=N2)C=2SC1=C(N2)C=CC=C1 2-{5-benzyl-1H,4H,5H,6H,7H-imidazo[4,5-c]pyridin-4-yl}-1,3-benzothiazole